(R)-5-methyl-N-(1-methylpiperidin-3-yl)-6-(4-(trifluoromethyl)-1H-indol-7-yl)-1,2,4-triazin-3-amine CC=1N=C(N=NC1C=1C=CC(=C2C=CNC12)C(F)(F)F)N[C@H]1CN(CCC1)C